FC(C1=CC=C(C=C1)C1=NN(C2=CC=CC=C12)CC1CN(CC1)C(C=C)=O)(F)F 1-(3-((3-(4-(trifluoromethyl)phenyl)-1H-indazol-1-yl)methyl)pyrrolidin-1-yl)prop-2-en-1-one